benzyl (S)-4-(6-(2-(2-(dimethylamino)ethoxy)-2-oxoethyl)-2,3,9-trimethyl-6H-thieno[3,2-f][1,2,4]triazolo[4,3-a][1,4]diazepin-4-yl)benzoate CN(CCOC(C[C@H]1C=2N(C3=C(C(=N1)C1=CC=C(C(=O)OCC4=CC=CC=C4)C=C1)C(=C(S3)C)C)C(=NN2)C)=O)C